pentane (hexafluorophosphate) (tetrafluoroborate) F[B-](F)(F)F.F[P-](F)(F)(F)(F)F.CCCCC